(4-methoxybenzyl)-8-methyl-2-(methylthio)pyrido[4,3-d]pyrimidin-5(6H)-one COC1=CC=C(CC=2C3=C(N=C(N2)SC)C(=CNC3=O)C)C=C1